N-(3-(5-methyl-2,5-diazabicyclo[2.2.1]hept-2-yl)propyl)-2-(m-tolyl)benzo[d]imidazo[2,1-b]thiazole-7-carboxamide CN1C2CN(C(C1)C2)CCCNC(=O)C2=CC1=C(N3C(S1)=NC(=C3)C=3C=C(C=CC3)C)C=C2